O1C(CCC1)OCCCN1C(C2=CC=CC=C2C1=O)=O 2-(3-((tetrahydrofuran-2-yl)oxy)propyl)isoindoline-1,3-dione